2-((5-(cyclopropylmethyl)-1H-pyrazol-3-yl)amino)-N-methyl-4-morpholinofuro[3,2-d]pyrimidine-6-carboxamide C1(CC1)CC1=CC(=NN1)NC=1N=C(C2=C(N1)C=C(O2)C(=O)NC)N2CCOCC2